FC=1C=NN2C1C(=NC(=C2)C=2C=NN(C2)C)N2C([C@]([C@@H](C2)C)(C#N)C(C)C)=O (3R,4S)-1-[3-fluoro-6-(1-methylpyrazol-4-yl)pyrazolo[1,5-a]pyrazin-4-yl]-4-methyl-2-oxo-3-propan-2-ylpyrrolidine-3-carbonitrile